ClC1=CC=C(C=N1)N1C(C=CC(=C1)C1=NN=NN1CC1=CC=C(C=C1)OC)=O 6'-chloro-5-(1-(4-methoxybenzyl)-1H-tetrazol-5-yl)-2H-[1,3'-bipyridin]-2-one